FC1=C(C=C(CN2C(C3=CC(=CC(=C3CC2)C2=CC=NN2C)CN2C(=NC=C2)NC)=O)C=C1)OC 2-(4-fluoro-3-methoxybenzyl)-5-(1-methyl-1H-pyrazol-5-yl)-7-((2-(methylamino)-1H-imidazol-1-yl)methyl)-3,4-dihydroisoquinolin-1(2H)-one